tert-butyl (3RS)-3-({4-[(3-aminopyridin-2-yl)ethynyl]pyridin-3-yl}oxy)pyrrolidine-1-carboxylate NC=1C(=NC=CC1)C#CC1=C(C=NC=C1)O[C@H]1CN(CC1)C(=O)OC(C)(C)C |r|